COC=1C=CC=C2C(=NC=NC12)NC1CCC(CC1)CCOP(O)(O)=O (2-(4-((8-methoxyquinazolin-4-yl)amino)cyclohexyl)ethyl)phosphoric acid